C(C)OCOC1=C(C(=CC(=C1)C(F)(F)F)F)C=1N=NC(=C2C1N(N=C2)C)N[C@H]2CN(CCC2)CC 7-[2-(ethoxymethoxy)-6-fluoro-4-(trifluoromethyl)phenyl]-1-methyl-N-[(3R)-1-ethyl-3-piperidinyl]pyrazolo[3,4-d]pyridazin-4-amine